P(=O)(O)(O)O.CC1(N2CCCC2=NCC1)C dimethyl-1,5-diazabicyclo[4.3.0]non-5-ene phosphate